[N+](=O)(O)[O-].[N+](=O)(O)[O-].CN1C=2C=CC=CC2C(C2=CC=CC=C12)=C1C2=CC=CC=C2N(C=2C=CC=CC12)C N,N'-dimethyl-9,9'-biacridine dinitrate